5-[3-(2,6-dimethylpyridin-3-yl)-1,2,4-oxadiazol-5-yl]-1-(propan-2-yl)-1H-1,2,3-benzotriazole CC1=NC(=CC=C1C1=NOC(=N1)C1=CC2=C(N(N=N2)C(C)C)C=C1)C